rac-N-((4R,5S)-7-ethyl-4-(3-(methylamino)phenyl)-6-oxo-1-phenyl-4,5,6,7-tetrahydro-1H-pyrazolo[3,4-b]pyridin-5-yl)-3-(trifluoromethyl)benzamide C(C)N1C2=C([C@H]([C@@H](C1=O)NC(C1=CC(=CC=C1)C(F)(F)F)=O)C1=CC(=CC=C1)NC)C=NN2C2=CC=CC=C2 |r|